ClC1=CC=C(C(=N1)C(=O)O)NC(C)C=1C=C(C=C2C(C(=C(OC12)C1=C(C=C(C=C1)F)F)C)=O)C(F)(F)F 6-Chloro-3-[1-[2-(2,4-difluorophenyl)-3-methyl-4-oxo-6-(trifluoromethyl)chromen-8-yl]ethylamino]pyridine-2-carboxylic acid